C(#N)C1=C(C=CC=C1)C(C(C)C=1N(C(C(=C(N1)C(=O)NC=1C=NOC1)OC)=O)C)C1=CC=NN1C 2-(1-(2-Cyanophenyl)-1-(1-methyl-1H-pyrazol-5-yl)propan-2-yl)-N-(isoxazol-4-yl)-5-methoxy-1-methyl-6-oxo-1,6-dihydropyrimidine-4-carboxamide